C(=O)C1=C(C=CC(=C1)OC)NC(CCC(=O)NC=1C=CC=C2C=CC=NC12)CC1=CC=CC=C1 4-((2-formyl-4-methoxyphenyl)amino)-5-phenyl-N-(quinoline-8-yl)valeramide